1-(pent-4-en-1-yl)-1H-indole-3-carboxylic acid methyl ester COC(=O)C1=CN(C2=CC=CC=C12)CCCC=C